ClC1=C(OC2CN(C2)C(=O)N2CC3(C2)CC(C3)N3N=C(N=C3)C3CC3)C=CC=C1C(F)(F)F (3-(2-chloro-3-(trifluoromethyl)phenoxy)azetidin-1-yl)(6-(3-cyclopropyl-1H-1,2,4-triazol-1-yl)-2-azaspiro[3.3]heptan-2-yl)methanone